FC1=C(C#N)C(=CC(=C1)CC(C)C)N1CCN(CC1)CC=1N=NC=CC1 2-fluoro-4-isobutyl-6-(4-(pyridazin-3-ylmethyl)piperazin-1-yl)benzonitrile